octanediol distearate C(CCCCCCCCCCCCCCCCC)(=O)OC(CCCCCCC)OC(CCCCCCCCCCCCCCCCC)=O